NC1=C(C=C(C=C1)C1=CC=C(C=C1)C)NC(C1=CC=C(C=C1)S(=O)(=N)C)=O N-[2-amino-5-(p-tolyl)phenyl]-4-(methylsulfonimidoyl)benzamide